Ethyl-[(piperidin-3-yl)methyl]carbamic acid 2-(2-chlorophenyl)-5-hydroxy-8-[(3s,4r)-3-hydroxy-1-methylpiperidin-4-yl]-4-oxo-4H-1-benzopyran-7-yl ester ClC1=C(C=CC=C1)C=1OC2=C(C(C1)=O)C(=CC(=C2[C@@H]2[C@@H](CN(CC2)C)O)OC(N(CC2CNCCC2)CC)=O)O